tert-Butyl 6-methylsulfonyloxy-2-azaspiro[3.3]heptane-2-carboxylate CS(=O)(=O)OC1CC2(CN(C2)C(=O)OC(C)(C)C)C1